4-amino-7-(difluoromethyl)-1-(4-(1-hydroxyethyl)phenyl)-2-oxo-1,2-dihydro-1,8-naphthyridine NC1=CC(N(C2=NC(=CC=C12)C(F)F)C1=CC=C(C=C1)C(C)O)=O